2-[4-bromo-2-(4-butoxy-4,5-dihydroisoxazol-3-yl)phenoxy]acetic acid methyl ester COC(COC1=C(C=C(C=C1)Br)C1=NOCC1OCCCC)=O